8-iodo-4,6-dimethylnonyl ethoxymethyl ether C(C)OCOCCCC(CC(CC(C)I)C)C